2-methyl-N,3-diethylpiperidine N-oxide CC1[N+](CCCC1CC)(CC)[O-]